(R)-N-(8-fluoro-3-methyl-6-oxo-1,2,3,4,5,6-hexahydrobenzo[c][1,7]naphthyridin-1-yl)-N-methyl-1H-indole-2-carboxamide FC=1C=CC2=C(C(NC=3CN(C[C@@H](C23)N(C(=O)C=2NC3=CC=CC=C3C2)C)C)=O)C1